1-(1,3-dihydro-2H-isoindol-2-yl)-3-(1,3-thiazol-2-ylsulfanyl)propan-1-one C1N(CC2=CC=CC=C12)C(CCSC=1SC=CN1)=O